(R)-3-(3-fluoro-4-methoxyphenyl)-8-methyl-2-(1-methylpyrrolidin-3-yl)-6-nitroquinazolin-4(3H)-one FC=1C=C(C=CC1OC)N1C(=NC2=C(C=C(C=C2C1=O)[N+](=O)[O-])C)[C@H]1CN(CC1)C